phosphorus potassium magnesium salt [Mg].[K].[P]